C(C)N1C(=NC2=C(C=CC=C2C1=O)C(C)NC1=C(C(=O)O)C=CC=C1)N1CCOCC1 2-((1-(3-ethyl-2-morpholino-4-oxo-3,4-dihydroquinazolin-8-yl)ethyl)amino)benzoic acid